6-methoxypyridine-3-carboxamidine hydrochloride Cl.COC1=CC=C(C=N1)C(=N)N